FC1=CC=C(NC2=NN(C3=C2C=NC(=C3)C(=O)N3CCOCCC3)CS(=O)(=O)C)C=C1 [3-(4-fluoroanilino)-1-(methylsulfonylmethyl)pyrazolo[4,3-c]pyridin-6-yl]-(1,4-oxazepan-4-yl)methanone